3-(phenylthio)cyclohex-2-enone C1(=CC=CC=C1)SC1=CC(CCC1)=O